1-phenyl-3,4-dihydroquinolin-2-one C1(=CC=CC=C1)N1C(CCC2=CC=CC=C12)=O